1-(5-(quinolin-6-yl)pyrrolo[2,1-f][1,2,4]triazin-2-yl)cyclohexane-1,4-diamine N1=CC=CC2=CC(=CC=C12)C=1C=CN2N=C(N=CC21)C2(CCC(CC2)N)N